CC1=C(C=CC(=C1)C)OC 2,4-dimethyl-anisole